6-bromo-1-(4-piperidyl)-3H-imidazo[4,5-b]pyridin-2-one, dihydrochloride Cl.Cl.BrC=1C=C2C(=NC1)NC(N2C2CCNCC2)=O